NC=1N=C(SC1C(C1=CC(=CC=C1)F)=O)N(C1=CC=C(C=C1)F)C(C(=O)N)C (N-[4-Amino-5-(3-fluorobenzoyl)thiazol-2-yl]-4-fluoroanilino)propanamid